2-(4-(3-(6-hydroxypyridin-3-yl)isoxazolidine-2-carbonyl)piperidin-1-yl)pyrimidine-4-carboxamide OC1=CC=C(C=N1)C1N(OCC1)C(=O)C1CCN(CC1)C1=NC=CC(=N1)C(=O)N